NCC[Si](OC(C)C)(OC(C)C)OC(C)C 2-aminoethyltriisopropoxysilane